(4-chlorophenyl)-α-(1-cyclopropylethyl)-1H-1,2,4-triazole-1-ethanol ClC1=CC=C(C=C1)C1=NN(C=N1)CC(O)C(C)C1CC1